1-[4-(4-benzoylphenylsulfanyl)phenyl]-2-methyl-2-(4-methylphenylsulfinyl)propan-1-one C(C1=CC=CC=C1)(=O)C1=CC=C(C=C1)SC1=CC=C(C=C1)C(C(C)(S(=O)C1=CC=C(C=C1)C)C)=O